2-[(4-methoxyphenyl)methyl]-3,4-dihydroisoquinolin-1-one COC1=CC=C(C=C1)CN1C(C2=CC=CC=C2CC1)=O